CS(=O)(=O)OC1CN(CCC2=C1C=C(C=C2)Br)S(=O)(=O)C 8-bromo-3-(methylsulfonyl)-2,3,4,5-tetrahydro-1H-benzo[d]azepin-1-yl methanesulfonate